(R)-2-(1-(3-chlorophenyl)cyclopropyl)-6-(2-hydroxy-2-(3-(trifluoromethyl)phenyl)acetyl)-3,5,6,7,8,9-hexahydro-4H-pyrimido[5,4-c]azepin-4-one ClC=1C=C(C=CC1)C1(CC1)C=1NC(C=2CN(CCCC2N1)C([C@@H](C1=CC(=CC=C1)C(F)(F)F)O)=O)=O